N,N'-Ethylen-bis-stearamid C(CNC(CCCCCCCCCCCCCCCCC)=O)NC(CCCCCCCCCCCCCCCCC)=O